N-[3-nitro-4-(2-phenylsulfanylethylamino)phenyl]sulfonylpyridazine [N+](=O)([O-])C=1C=C(C=CC1NCCSC1=CC=CC=C1)S(=O)(=O)N1NC=CC=C1